(1-phenylethyl)-N-sec-butyl-carbodiimide C1(=CC=CC=C1)C(C)N=C=NC(C)CC